(R)-4-(1-cyclopropyl-1H-pyrazol-4-yl)-7-isopropoxy-1-(piperidin-3-yloxy)isoquinoline-6-carboxamide C1(CC1)N1N=CC(=C1)C1=CN=C(C2=CC(=C(C=C12)C(=O)N)OC(C)C)O[C@H]1CNCCC1